8-((2,6-Difluoro-4-(1-((3-methylpyridin-4-yl)methyl)-5-oxopyrrolidin-3-yl)phenyl)-λ3-iodanylidene)-6,10-dioxaspiro[4.5]decane-7,9-dione FC1=C(C(=CC(=C1)C1CN(C(C1)=O)CC1=C(C=NC=C1)C)F)I=C1C(OC2(CCCC2)OC1=O)=O